2,5-diaminobenzenephosphonic acid NC1=C(C=C(C=C1)N)P(O)(=O)O